tert-Butyl N-(2-(6-bromo-2-methoxy-4-oxopyrrolo[2,1-f][1,2,4]triazin-3(4H)-yl)ethyl)-N-(tert-butoxycarbonyl)glycinate BrC=1C=C2C(N(C(=NN2C1)OC)CCN(CC(=O)OC(C)(C)C)C(=O)OC(C)(C)C)=O